(5-methyl-1H-pyrazol-3-yl)-2-(morpholinomethyl)-1,6-naphthyridine-5,7-diamine CC1=CC(=NN1)C=1C(=NC=2C=C(N=C(C2C1)N)N)CN1CCOCC1